1,1,1,4,4,5,5,5-octafluoro-2-pentene FC(C=CC(C(F)(F)F)(F)F)(F)F